4-(6-Nitro-3-pyridyl)morpholine Ethyl-3-(4-fluorophenyl)-2,4-dioxo-1,2,3,4-tetrahydropyrimidine-5-carboxylate C(C)OC(=O)C=1C(N(C(NC1)=O)C1=CC=C(C=C1)F)=O.[N+](=O)([O-])C1=CC=C(C=N1)N1CCOCC1